CC1=NC(=NO1)C1=CC=C2C=CN=C(C2=C1)NCCC(=O)NC=1SC(=CN1)C1=NOC(=N1)CCC 3-((7-(5-methyl-1,2,4-oxadiazol-3-yl)isoquinolin-1-yl)amino)-N-(5-(5-propyl-1,2,4-oxadiazol-3-yl)thiazol-2-yl)propanamide